CC=1C=NC=C(C1C=O)C 3,5-DIMETHYLPYRIDINE-4-CARBOXALDEHYDE